ClC=1C(=NC(=CC1)OC)OC1CCC2(CN(C2)C(=O)C2CC(C2)(C)O)CC1 (7-((3-chloro-6-methoxypyridin-2-yl)oxy)-2-azaspiro[3.5]non-2-yl)((1s,3s)-3-hydroxy-3-methylcyclobutyl)methanone